1,2-Cyclohexandiol C1(C(CCCC1)O)O